C(C)(=O)N[C@H]1[C@@H](O[C@@H]([C@@H]([C@@H]1OC(C)=O)OC(C)=O)COC(C)=O)OCCCCC(=O)O 5-[[(2R,3R,4R,5R,6R)-3-acetylamino-4,5-diacetoxy-6-(acetoxymethyl)-2-tetrahydropyranyl]oxy]pentanoic acid